1-(6-(((R,S)-7-Hydroxychroman-2-yl)methylamino)hexyl)-3-((S)-1-methylpyrrolidin-2-yl)pyridinium bromide [Br-].OC1=CC=C2CC[C@@H](OC2=C1)CNCCCCCC[N+]1=CC(=CC=C1)[C@H]1N(CCC1)C